C(=O)O.C(C)OC=1C(=CC2=CN(N=C2C1)C)C(=O)NC1=NC=C(N=C1)N1C[C@@H](NCC1)C (S)-6-ethoxy-2-methyl-N-(5-(3-methylpiperazin-1-yl)pyrazin-2-yl)-2H-indazole-5-carboxamide formate salt